FC1(C=2C=CC(=CC2CCC1)B1OC(C(O1)(C)C)(C)C)F 2-(5,5-difluoro-5,6,7,8-tetrahydronaphthalen-2-yl)-4,4,5,5-tetramethyl-1,3,2-dioxaborolane